5-(tert-Butyl)-N-(2-methyl-4-(4,4,5,5-tetramethyl-1,3,2-dioxaborolan-2-yl)benzyl)isoxazole-3-carboxamide C(C)(C)(C)C1=CC(=NO1)C(=O)NCC1=C(C=C(C=C1)B1OC(C(O1)(C)C)(C)C)C